[Ge]=S.[Ag] silver-germanium-sulfide